NC1=C(C=C(C=N1)C=1C=NC(=CC1)F)C(=O)N[C@H]1COC[C@@H]1OCC1=CC=C(C=C1)C=1C=C2C=CN(C2=CC1)C1CCN(CC1)CCO 6-amino-6'-fluoro-N-{(3S,4R)-4-[(4-{1-[1-(2-hydroxyethyl)piperidin-4-yl]-1H-indol-5-yl}phenyl)methoxy]oxolan-3-yl}[3,3'-bipyridine]-5-carboxamide